2-((trimethylsilyl)methyl)-prop-2-enyl acetate C(C)(=O)OCC(=C)C[Si](C)(C)C